C(=O)C=1C=C(C(=O)OC)C=CC1O Methyl 3-formyl-4-hydroxy-benzoate